(6-Cyclopropyl-imidazo[1,5-a]pyrazin-5-yl)-(1-phenyl-[1,2,3]triazol-4-yl)-methanol C1(CC1)C=1N=CC=2N(C1C(O)C=1N=NN(C1)C1=CC=CC=C1)C=NC2